methyl 2-(4-((2R,3R)-3-(2-oxabicyclo[2.2.2]octan-4-ylmethoxy)-2-aminobutoxy)cyclohexyl)benzoate C12OCC(CC1)(CC2)CO[C@@H]([C@@H](COC2CCC(CC2)C2=C(C(=O)OC)C=CC=C2)N)C